((2-methylfuran-3-yl)thio)-1,4-dioxane CC=1OC=CC1SC1OCCOC1